N1(CCC1)CC1=C2C[C@@H](OC3=C(SC(C(N1)=O)=C32)C=3C=NNC3)C (S)-6-(azetidin-1-ylmethyl)-4-methyl-2-(1H-pyrazol-4-yl)-5,7-dihydro-3-oxa-1-thia-7-azaacenaphthylen-8(4H)-one